ClC1=CC(=C(N=N1)\C=C(/C(=O)OCC)\CC)NCC1=CC=C(C=C1)OC (Z)-Ethyl 2-((6-chloro-4-((4-methoxybenzyl)amino)pyridazin-3-yl)methylene)butanoate